IC1=CC=C(C=C1)C1=NOC(=N1)[C@@H]1CN(CC1)C(=O)OC(C)(C)C tert-butyl (S)-3-(3-(4-iodophenyl)-1,2,4-oxadiazol-5-yl)pyrrolidine-1-carboxylate